tert-Butyl 4-({7-amino-5-methyl-[1,2,5]oxadiazolo[3,4-b]pyridin-6-yl}methyl)piperazine-1-carboxylate NC=1C=2C(N=C(C1CN1CCN(CC1)C(=O)OC(C)(C)C)C)=NON2